Methyl 2-(1-(3-(1H-pyrazol-1-yl)propanoyl)-1,2,5,6-tetrahydropyridin-3-yl)-4-chlorobenzo[d]thiazole-6-carboxylate N1(N=CC=C1)CCC(=O)N1CC(=CCC1)C=1SC2=C(N1)C(=CC(=C2)C(=O)OC)Cl